(6,6-dioxo-6lambda6-thia-2,5-diazaspiro[3.4]octan-2-yl)-[3-[3-[4-(trifluoromethylsulfonyl)phenyl]-1-bicyclo[1.1.1]pentanyl]azetidin-1-yl]methanone O=S1(NC2(CN(C2)C(=O)N2CC(C2)C23CC(C2)(C3)C3=CC=C(C=C3)S(=O)(=O)C(F)(F)F)CC1)=O